CC=1C=C2CO[C@]3(O[C@@H]([C@H]([C@@H]([C@H]3O)O)O)C)C2=CC1CC1=CC=C(C=C1)OCC (1S,3'R,4'S,5'S,6'R)-5,6'-Dimethyl-6-(4-ethoxy-benzyl)-3',4',5',6'-tetrahydro-3H-spiro-[isobenzofuran-1,2'-pyran]-3',4',5'-triol